2-fluoro-5-chlorobenzeneboronic acid pinacol ester FC1=C(C=C(C=C1)Cl)B1OC(C)(C)C(C)(C)O1